3,3-difluoropropanamide FC(CC(=O)N)F